CN1N=C2N=CC(=CC2=C1)C1=CC=C2C(=N1)SC(=C2)C(C)(C)O 2-(6-(2-methyl-2H-pyrazolo[3,4-b]pyridin-5-yl)thieno[2,3-b]pyridin-2-yl)-2-propanol